bis(6-(((Z)-non-2-en-1-yl)oxy)-6-oxohexyl) 2-((1-methylpiperidin-4-yl)methyl)-1,3-dioxolane-4,5-dicarboxylate CN1CCC(CC1)CC1OC(C(O1)C(=O)OCCCCCC(=O)OC\C=C/CCCCCC)C(=O)OCCCCCC(=O)OC\C=C/CCCCCC